FC=1C(=CC=2C3=C(C=NC2C1)N(C(C31CCC1)=O)C)C=1C=C(C(=NC1)OCCNC(C)C)NS(=O)(=O)N1CCC1 N-(5-(7'-Fluoro-3'-methyl-2'-oxo-2',3'-dihydrospiro[cyclobutane-1,1'-pyrrolo[2,3-c]quinolin]-8'-yl)-2-(2-(isopropylamino)ethoxy)pyridin-3-yl)azetidine-1-sulfonamide